4-(2-methylpropoxy)butylamine CC(COCCCCN)C